C(C)(C)(C)OC(CN1CCNCC1)=O.N[C@@H](C(=O)N)CCCOC1=C(C(=C(C=C1)Cl)Cl)CN1C2=NC=NC(=C2N=C1)N (R)-2-amino-5-(2-((6-amino-9H-purin-9-yl)methyl)-3,4-dichlorophenoxy)pentanamide tert-butyl-2-(piperazin-1-yl)acetate